C(C)(C)C1=NN=C2N1N=C(C=C2SC)N[C@H]2COCCC2 3-isopropyl-8-methylsulfanyl-N-[(3R)-tetrahydropyran-3-yl]-[1,2,4]triazolo[4,3-b]pyridazin-6-amine